2'-fluoro-5'-((3-(2-fluorophenyl)-5-methyl-5,6-dihydropyrrolo[3,4-c]pyrazol-2(4H)-yl)methyl)-[1,1'-biphenyl]-3-carboxylic acid FC1=C(C=C(C=C1)CN1N=C2C(=C1C1=C(C=CC=C1)F)CN(C2)C)C2=CC(=CC=C2)C(=O)O